OC=1C=CC(=NC1)N1CCN(CC1)C(=O)C1=CN(C2=CC=CC=C12)C [4-(5-Hydroxypyridin-2-yl)-piperazin-1-yl]-(1-methyl-1H-indol-3-yl)-methanone